methylimidazolenicotinic acid CC=1N=C(NC1)C1=CC=NC=C1C(=O)O